Ethyl 1-amino-3-(1-(tert-butoxycarbonyl)azetidin-3-yl)-1H-pyrrole-2-carboxylate NN1C(=C(C=C1)C1CN(C1)C(=O)OC(C)(C)C)C(=O)OCC